C12COCC2C1COC1=C(C=C(C=C1)F)C1CCN(CC1)[C@@H]1COC2(CN(C2)C=2OC=NN2)C1 (7S)-7-(4-(2-((3-oxabicyclo[3.1.0]hexane-6-yl)methoxy)-5-fluorophenyl)piperidin-1-yl)-2-(1,3,4-oxadiazol-2-yl)-5-oxa-2-azaspiro[3.4]octane